4-(1-(tert-Butoxyformyl)-4-(4-(trifluoromethyl)phenyl)pyrrolidin-2-yl)benzoic acid C(C)(C)(C)OC(=O)N1C(CC(C1)C1=CC=C(C=C1)C(F)(F)F)C1=CC=C(C(=O)O)C=C1